FC(C(=O)O)(F)F.CC1=C(N=C(N1)C1=NC=CC(=C1)C=1C=NC=C(C1)S(=O)(=O)C)C(=O)N 5-Methyl-2-[5-(methylsulfonyl)-3,4'-bipyridin-2'-yl]-1H-imidazole-4-carboxamide trifluoroacetate salt